The molecule is a prostanoid that is prostaglandin E2 in which both of the hydrogens at position 16 have been replaced by methyl groups. A synthetic analogue of prostaglandin E2, it is a potent inhibitor of pancreatic function and growth of experimental tumors. It also protects the gastric mucosa, prevents ulceration, and promotes the healing of peptic ulcers. It has a role as a radiation protective agent, an anti-ulcer drug and a gastrointestinal drug. It is a prostanoid, a monocarboxylic acid, a secondary allylic alcohol and a member of cyclopentanones. CCCCC(C)(C)[C@@H](/C=C/[C@H]1[C@@H](CC(=O)[C@@H]1C/C=C\\CCCC(=O)O)O)O